FC1=C(CN2N=NC(=C2)C2(C(N(C3=CC=CC=C3C2=O)CCC(C)C)=O)O)C=CC(=C1)C(F)(F)F (1-(2-fluoro-4-(trifluoromethyl)benzyl)-1H-1,2,3-triazol-4-yl)-3-hydroxy-1-isopentylquinoline-2,4(1H,3H)-dione